ClC1=CC=C(S1)CNC1=CC(=NN1C(C1=C(C=CC=C1)OC)=O)C1CCN(CC1)C(C(C)(C)C)=O 1-[4-(5-{[(5-chlorothiophen-2-yl)methyl]amino}-1-(2-methoxybenzoyl)-1H-pyrazol-3-yl)piperidin-1-yl]-2,2-dimethylpropan-1-one